rac-3-(2-Methoxypyridin-4-yl)-6-methyl-5-((3aR,6aS)-2-(tetrahydro-2H-pyran-4-yl)-1,2,3,3a,4,6a-hexahydrocyclopenta[c]pyrrol-5-yl)-1H-indazole COC1=NC=CC(=C1)C1=NNC2=CC(=C(C=C12)C=1C[C@@H]2[C@@H](CN(C2)C2CCOCC2)C1)C |r|